tert-Butyl 7-methyl-5-(2-methylpyrimidin-5-yl)-3-(2-azaspiro[3.3]heptane-2-carbonyl)-1H-indazole-1-carboxylate CC=1C=C(C=C2C(=NN(C12)C(=O)OC(C)(C)C)C(=O)N1CC2(C1)CCC2)C=2C=NC(=NC2)C